2,2,2-trifluoroethyl N-[(4-amino-1-methyl-pyrazolo[4,3-c]quinoline-8-carbonyl)-[[5-(trifluoromethyl)-2-pyridyl]methyl]amino]-N-methyl-carbamate NC1=NC=2C=CC(=CC2C2=C1C=NN2C)C(=O)N(N(C(OCC(F)(F)F)=O)C)CC2=NC=C(C=C2)C(F)(F)F